[Cl-].C[P+](C1=CC=CC=C1)(C1=CC=CC=C1)C1=CC=CC=C1 methyl-(triphenyl)phosphonium chloride